COC(C1=C(C=CC(=C1)NC1=NN(C=C1C(N)=O)[C@@H]1COCC[C@H]1C#N)B1OC(C(O1)(C)C)(C)C)=O methyl-5-[[4-carbamoyl-1-[trans-4-cyanotetrahydro-2H-pyran-3-yl]pyrazol-3-yl]amino]-2-(4,4,5,5-tetramethyl-1,3,2-dioxaborolan-2-yl)benzoate